5-bromo-1-(3-propoxyethyl)indoline-2,3-dione BrC=1C=C2C(C(N(C2=CC1)CCOCCC)=O)=O